3-((3-chlorophenyl)(hydroxy)methyl)bicyclo[1.1.1]Pentane-1-carboxylic acid methyl ester COC(=O)C12CC(C1)(C2)C(O)C2=CC(=CC=C2)Cl